FC(C1=C(C=C(CC(C(=O)N)(C)C)C=C1)C=1NC(C=C(N1)C=1C=NC(=CC1)C(F)(F)F)=O)F [4-(difluoromethyl)-3-{6-oxo-4-[6-(trifluoromethyl)pyridin-3-yl]-1,6-dihydropyrimidin-2-yl}benzyl]isobutyramide